Acryl-Lysin C(=O)(C=C)N[C@@H](CCCCN)C(=O)O